S1C(=NC2=C1C=CC=C2)NC(=O)C=2C=CC=C1CCN(CC21)C2=CC=C(C(=N2)C(=O)O)C2=C(C(=CC=C2)OC2=C(C=CC=C2)CCC(=O)NC2=CC=C(C=C2)C2C(NC(CC2)=O)=O)C 6-(8-(benzo[d]thiazol-2-ylcarbamoyl)-3,4-dihydroisoquinolin-2(1H)-yl)-3-(3-(2-(3-((4-(2,6-dioxopiperidin-3-yl)phenyl)amino)-3-oxopropyl)phenoxy)-2-methylphenyl)picolinic acid